COC=1C(=C2C=CN(C2=C(C1)C)C(=O)OC(C)(C)C)CN1C(CN(CCC1)CC(F)(F)F)C1=CC=C(C=C1)C(=O)OC tert-butyl 5-methoxy-4-((2-(4-(methoxycarbonyl)phenyl)-4-(2,2,2-trifluoroethyl)-1,4-diazepan-1-yl)methyl)-7-methyl-1H-indole-1-carboxylate